(S)-(7-bromo-6-fluoro-1-methyl-1,3,4,5-tetrahydro-2H-pyrido[4,3-b]indol-2-yl)(5-methoxypyrimidin-2-yl)methanone BrC=1C=CC=2C3=C(NC2C1F)CCN([C@H]3C)C(=O)C3=NC=C(C=N3)OC